FC1=C(C=C(C=C1)F)[C@@H]1N(C[C@@H](C1)O)C1=NC=2N(C=C1)N=C(C2NC(=S)N[C@H]2[C@@H](C2)O)F 1-(5-((2R,4R)-2-(2,5-difluorophenyl)-4-hydroxypyrrolidin-1-yl)-2-fluoropyrazolo[1,5-a]pyrimidin-3-yl)-3-((1R,2R)-2-hydroxycyclopropyl)thiourea